BrC1=CC=C(C(=C1C#N)COC=1C=C2C(=NC1)N(N=C2C)C2OCCCC2)F 6-bromo-3-fluoro-2-([[3-methyl-1-(oxan-2-yl)pyrazolo[3,4-b]pyridin-5-yl]oxy]methyl)benzonitrile